6-(trifluoromethyl)uracil tri-potassium phosphate P(=O)([O-])([O-])[O-].[K+].[K+].[K+].FC(C1=CC(NC(N1)=O)=O)(F)F